O1CCC(CC1)OC(CC)=O.C(CCCCCCCCCCC)[N+](=CCCCCCCCCCCC)[O-] N-lauryl-alpha-undecyl-nitrone Tetrahydropyran-4-yl-propionate